BrC=1C=C2C(C(N(C2=CC1)C1=C(C(=O)N)C(=CC=C1)Cl)=O)(C)C 2-(5-bromo-3,3-dimethyl-2-oxoindolin-1-yl)-6-chlorobenzamide